(±)-8-(Cyclopropylmethyl)-3-(5-(7,8-dimethyl-[1,2,4]triazolo[1,5-a]pyridin-6-yl)-4-isopropyl-1H-pyrazol-3-yl)-6,6a,7,8,9,10-hexahydropyrazino[1,2-d]pyrido[3,2-b][1,4]oxazine C1(CC1)CN1C[C@H]2N(C3=C(OC2)C=C(C=N3)C3=NNC(=C3C(C)C)C=3C(=C(C=2N(C3)N=CN2)C)C)CC1 |r|